2-(((1-((6-chloropyridin-3-yl)methyl)-1H-pyrazol-4-yl)methyl)amino)-4,8-dimethyl-7,8-dihydropteridin-6(5H)-one ClC1=CC=C(C=N1)CN1N=CC(=C1)CNC1=NC=2N(CC(NC2C(=N1)C)=O)C